(S)-3-(2-chloro-4-fluorobenzyl)-8-(3,4-dimethoxyphenyl)-6-((2-imino-3-methyl-2,3-dihydro-1H-imidazol-1-yl)methyl)chroman-4-one ClC1=C(C[C@H]2COC3=C(C=C(C=C3C2=O)CN2C(N(C=C2)C)=N)C2=CC(=C(C=C2)OC)OC)C=CC(=C1)F